NC1(CC(=C(C=C1)O)CC1=CC=CC=C1)[N+](=O)[O-] p-aminobenzyl-p-nitrophenol